C(OC1=C2CN(C(C2=CC=C1N1CC2(C1)CCC(CC2)OC2CCNCC2)=O)C2C(NC(CC2)=O)=O)([2H])([2H])[2H] 3-(4-(Methoxy-d3)-1-oxo-5-(7-(piperidin-4-ylhydroxy)-2-azaspiro[3.5]non-2-yl)isoindolin-2-yl)piperidine-2,6-dione